Racemic-tert-butyl 3-{[(7-[((R)-1-methoxypropan-2-yl)carbamoyl]-5-{[2-(trimethylsilyl)eth-oxy]methyl}-5H-pyrrolo[2,3-b]pyrazin-2-yl)oxy]methyl}pyrrolidine-1-carboxylate COC[C@@H](C)NC(=O)C1=CN(C2=NC=C(N=C21)OC[C@H]2CN(CC2)C(=O)OC(C)(C)C)COCC[Si](C)(C)C |&1:19|